(1R)-1-((2R)-2-(azidomethyl)-5-fluoro-2-methyl-2,3-dihydrobenzofuran-7-yl)ethan-1-amine N(=[N+]=[N-])C[C@@]1(OC2=C(C1)C=C(C=C2[C@@H](C)N)F)C